C(C)(C)(C)C=1C=C(CCC(=O)OCC(C)(C)C2OCC3(CO2)COC(OC3)C(COC(CCC3=CC(=C(C(=C3)C)O)C(C)(C)C)=O)(C)C)C=C(C1O)C 3,9-bis[2-(3-tert-butyl-4-hydroxy-5-methylhydrocinnamoyloxy)-1,1'-dimethylethyl]-2,4,8,10-tetraoxaspiro[5.5]undecane